tin diacetate dilaurate C(CCCCCCCCCCC)(=O)[O-].C(CCCCCCCCCCC)(=O)[O-].C(C)(=O)[O-].C(C)(=O)[O-].[Sn+4]